tetrakis[(epoxycyclohexyl)ethyl]tetramethyl-cyclotetrasiloxane C12(C(CCCC1)O2)CC[Si]2(O[Si](O[Si](O[Si](O2)(C)CCC21C(CCCC2)O1)(C)CCC12C(CCCC1)O2)(C)CCC21C(CCCC2)O1)C